N1N=C(C2=C1CSC2)C(=O)O 4,6-dihydro-1H-thieno[3,4-c]pyrazole-3-carboxylic acid